FC12CC(C1)(C2)N2C1=NC(=NC=C1N(C2=O)C)NC=2C=C1N=CC=NC1=CC2C 9-(3-fluorobicyclo[1.1.1]pentan-1-yl)-7-methyl-2-((7-methylquinoxalin-6-yl)amino)-7,9-dihydro-8H-purin-8-one